N-hydroxy-4-((5-(trifluoromethyl)pyridin-2-yl)oxy)benzamidine ONC(C1=CC=C(C=C1)OC1=NC=C(C=C1)C(F)(F)F)=N